3-((4-fluoro-4-(7-fluoro-[1,2,4]triazolo[1,5-a]pyridin-6-yl)piperidin-1-yl)sulfonyl)-6,7-dihydro-5H-pyrazolo[5,1-b][1,3]oxazine FC1(CCN(CC1)S(=O)(=O)C=1C=NN2C1OCCC2)C=2C(=CC=1N(C2)N=CN1)F